COC1=NC(=CC=C1N)C1=NN(C=C1)C 2-methoxy-6-(1-methyl-1H-pyrazol-3-yl)pyridin-3-amine